CC1=NOC(=C1CN1N=CC(=C1)NC(C(C1=CC=CC=C1)C)=O)C N-[1-[(3,5-dimethyl-4-isoxazolyl)methyl]-1H-pyrazol-4-yl]-α-methylbenzeneacetamide